3-(naphthalen-2-ylmethylene)thietane C1=C(C=CC2=CC=CC=C12)C=C1CSC1